benzyl-(perfluoroprop-2-yl)sulfane ethyl-6-ethoxy-2-(4-fluorobenzyl)-1-oxoisoindoline-5-carboxylate C(C)OC(=O)C=1C=C2CN(C(C2=CC1OCC)=O)CC1=CC=C(C=C1)F.C(C1=CC=CC=C1)SC(C(F)(F)F)(C(F)(F)F)F